ClC1=CC=CC=2OC3=C(C21)C=CC=C3F 1-chloro-6-fluorodibenzo-[b,d]furan